C(C)N1N=C2N=C(C=NC2=C1)N[C@@H](C)C=1C=C(C=CC1)NC(=O)C1=CN=C(S1)COC (S)-N-(3-(1-((2-ethyl-2H-pyrazolo[3,4-b]pyrazin-6-yl)amino)ethyl)phenyl)-2-(methoxymethyl)thiazole-5-carboxamide